CC1(CCC=2C(=NNC2C1)C=1NC2=CC=C(C=C2C1)C(=O)N1CCC(CC1)CN1CC2=CC=C(C=C2CC1)C1C(NC(CC1)=O)=O)C 3-(2-((1-(2-(6,6-dimethyl-4,5,6,7-tetrahydro-1H-indazol-3-yl)-1H-indole-5-carbonyl)piperidin-4-yl)methyl)-1,2,3,4-tetrahydroisoquinolin-6-yl)piperidine-2,6-dione